N,N-bis(pentafluorophenylmethyl)-1-butylammonium tetrakis(pentafluorophenyl)borate FC1=C(C(=C(C(=C1[B-](C1=C(C(=C(C(=C1F)F)F)F)F)(C1=C(C(=C(C(=C1F)F)F)F)F)C1=C(C(=C(C(=C1F)F)F)F)F)F)F)F)F.FC1=C(C(=C(C(=C1C[NH+](CC1=C(C(=C(C(=C1F)F)F)F)F)CCCC)F)F)F)F